C(#N)N1CC=2N=C(N=C(C2C1)C1=CC=CC=C1)NC(C)=O N-(6-cyano-4-phenyl-6,7-dihydro-5H-pyrrolo[3,4-d]pyrimidin-2-yl)acetamide